FC1=C(C=O)C(=CC(=C1)C=1C=NN(C1)C(F)(F)F)F 2,6-difluoro-4-(1-(trifluoromethyl)-1H-pyrazol-4-yl)benzaldehyde